3-bromo-2,5-difluoro-pyridine BrC=1C(=NC=C(C1)F)F